C(#N)C[C@H]1CN(CCN1C(C=C)=O)C1=CC(=NC(=N1)OC[C@H]1CN(CCO1)C)C(=O)NC1=CC(=CC2=CC=CC=C12)O 6-[(3S)-3-(cyanomethyl)-4-prop-2-enoyl-piperazin-1-yl]-N-(3-hydroxy-1-naphthyl)-2-[[(2R)-4-methylmorpholin-2-yl]methoxy]pyrimidine-4-carboxamide